(2R,3S,4S)-4-hydroxy-2-{[4-(1,3-oxazol-5-yl)phenyl]methyl}pyrrolidin-3-yl N-{2-[(3S)-azepan-3-yl]ethyl}carbamate N1C[C@@H](CCCC1)CCNC(O[C@H]1[C@H](NC[C@@H]1O)CC1=CC=C(C=C1)C1=CN=CO1)=O